N-(6-methyl-5-(1-methyl-2-oxo-7-(phenylamino)-1,2-dihydropyrimido[4,5-d]pyrimidin-3(4H)-yl)pyridin-3-yl)-3-(trifluoromethyl)benzamide CC1=C(C=C(C=N1)NC(C1=CC(=CC=C1)C(F)(F)F)=O)N1C(N(C2=NC(=NC=C2C1)NC1=CC=CC=C1)C)=O